5H-dibenz[b,f]azepine-5-carbamide C1=CC=CC=2N(C3=C(C=CC21)C=CC=C3)C(=O)N